2-(4-methoxybenzyl)-5-(4-nitrophenyl)-2H-tetrazole COC1=CC=C(CN2N=C(N=N2)C2=CC=C(C=C2)[N+](=O)[O-])C=C1